tert-butyl 4-[5-bromo-3-(2,3-dichlorophenyl)-1H-pyrazolo[3,4-b]pyrazin-6-yl]piperazine-1-carboxylate BrC=1N=C2C(=NC1N1CCN(CC1)C(=O)OC(C)(C)C)NN=C2C2=C(C(=CC=C2)Cl)Cl